CC1(OB(OC1(C)C)C=1C=CC(=NC1)OC1CC(OC(C1)(C)C)(C)C)C 5-(4,4,5,5-tetramethyl-1,3,2-dioxaborolan-2-yl)-2-((2,2,6,6-tetramethyltetrahydro-2H-pyran-4-yl)oxy)pyridine